FC1=C(COC2=C(C=C(C=C2)/C=C/C(=O)N[C@H]([C@@H](C)CC)C(=O)O)OC)C=CC=C1 ((E)-3-(4-((2-fluorobenzyl)oxy)-3-methoxyphenyl)acryloyl)-D-alloisoleucine